5-{2-[2-(5-Ethoxychinolin-8-sulfonamido)phenyl]ethynyl}pyridin C(C)OC1=C2C=CC=NC2=C(C=C1)S(=O)(=O)NC1=C(C=CC=C1)C#CC=1C=CC=NC1